diphenyl-(m-tolyl)phosphine C1(=CC=CC=C1)P(C=1C=C(C=CC1)C)C1=CC=CC=C1